C1(=CC=CC=C1)OC(NC1=C(C(=NO1)C)C)=O (3,4-dimethyl-isoxazol-5-yl)-carbamic acid phenyl ester